4-(fluoromethyl)styrene FCC1=CC=C(C=C)C=C1